COC(=O)C=1N(C=CC1)C1=C(C(=C(C=C1)Br)F)[N+](=O)[O-] 1-(4-bromo-3-fluoro-2-nitrophenyl)-1H-pyrrole-2-carboxylic acid methyl ester